C(=C)C1=CC=C(CC(C2=NNC(=N2)CC(C)C)C2=NNC(=N2)CC(C)C)C=C1 1-(4-vinylbenzyl)-3,3'-methylenebis(5-isobutyl-1H-1,2,4-triazole)